(2R)-1-[(tert-butoxy)carbonyl]-4-(2,3,4-trichloro-6-methoxyphenyl)piperazine-2-carboxylic acid C(C)(C)(C)OC(=O)N1[C@H](CN(CC1)C1=C(C(=C(C=C1OC)Cl)Cl)Cl)C(=O)O